1-Ethyl-3-butylpyrrolidinium chlorid [Cl-].C(C)[NH+]1CC(CC1)CCCC